BrC1=C(C=CC2=CC=CC=C12)N(P(NC1=C(C=CC=C1)Cl)(O)=O)C1=C(C=CC=C1)Cl (1-bromonaphthalen-2-yl)-N,N'-bis(2-chlorophenyl)phosphoric diamide